ClC1=CC=C(CN2C(C3=CC(=CC=C3C2(OCC2(CC2)COC)C2=CC=C(C=C2)Cl)C(=C)C)=O)C=C1 2-(4-Chlorobenzyl)-3-(4-chlorophenyl)-3-((1-(methoxymethyl)cyclopropyl)methoxy)-6-(prop-1-en-2-yl)isoindolin-1-one